FC(OC=1N=CC(=NC1)N[C@@H]1C[C@H](CC1)NC1=CC=C(C=N1)N1C(C=CC(=C1)N1CCN(CC1)C)=O)F 6'-(((1S,3S)-3-((5-(Difluoromethoxy)pyrazin-2-yl)amino)cyclopentyl)amino)-5-(4-methylpiperazin-1-yl)-2H-[1,3'-bipyridin]-2-one